3-Amino-8-(4-methoxy-1-methyl-1H-benzo[d][1,2,3]triazol-5-yl)-N-propylimidazo[1,2-a]pyridine-2-carboxamide NC1=C(N=C2N1C=CC=C2C2=C(C1=C(N(N=N1)C)C=C2)OC)C(=O)NCCC